BrC1=NC(=NC(=N1)C1=CC2=CC=CC=C2C=C1)C1=CC2=CC=CC=C2C=C1 2-bromo-4,6-bis(naphthalen-2-yl)-1,3,5-triazine